C(C)(C)(C)C1=CC=CC2=C1N=C(S2)SN tert-butyl-2-benzothiazolsulfenamide